NC=1C=CC2=C(CN(CC3(O2)CC3)CC3=CC(=CC=2C=CSC23)C(CC(=O)O)C=2C(=C3C(=NC2)N(N=N3)C)C)N1 3-{7-[(7'-amino-3'H-spiro[cyclopropane-1,2'-pyrido[2,3-f][1,4]oxazepine]-4'(5'H)-yl)methyl]-1-benzothiophen-5-yl}-3-(3,7-dimethyl-3H-[1,2,3]triazolo[4,5-b]pyridin-6-yl)propanoic acid